5-amino-3-tert-butyl-pyrazole-1-carboxylic acid {4-[5-(2-methoxy-ethoxy)-benzoimidazol-1-yl]-phenyl}-amide COCCOC1=CC2=C(N(C=N2)C2=CC=C(C=C2)NC(=O)N2N=C(C=C2N)C(C)(C)C)C=C1